(S)-(3-(1-amino-1,3-dihydrospiro[inden-2,4'-piperidin]-1'-yl)-6-(2-(pyridin-4-yl)vinyl)pyrazin-2-yl)methanol N[C@@H]1C2=CC=CC=C2CC12CCN(CC2)C=2C(=NC(=CN2)C=CC2=CC=NC=C2)CO